(3-([1,2,4]triazolo[1,5-a]pyridin-6-yl)-1H-pyrrolo[2,3-b]pyridin-5-yl)(2-methyl-5,6-dihydroimidazo[1,2-a]pyrazin-7(8H)-yl)methanone N=1C=NN2C1C=CC(=C2)C2=CNC1=NC=C(C=C12)C(=O)N1CC=2N(CC1)C=C(N2)C